N-(butylphenyl)urea C(CCC)C1=C(C=CC=C1)NC(=O)N